C1(=CC=CC=C1)C1=C(C=CC=C1)C1=C(C(=CC=C1)C1=CC=CC=C1)O phenyl-(1,1':3',1''-terphenyl)-2'-ol